C(CCCCCCCCCCC)C1CN(CC(O1)CCCCCCCCCCCC)CCO 2-(2,6-didodecylmorpholin-4-yl)ethan-1-ol